COC(=O)C1=CC=C(C=C1)[C@@H]1C[C@@](CCC1)(C(=O)O)CCCOC1=CC=CC=C1 cis-3-(4-(methoxycarbonyl)phenyl)-1-(3-phenoxypropyl)cyclohexane-1-carboxylic acid